4-fluoro-1-((oxetan-2-yl)methyl)-3-oxo-2,3-dihydro-1H-indazole-6-carboxylic acid FC1=C2C(NN(C2=CC(=C1)C(=O)O)CC1OCC1)=O